N-furoyl-6-amino-1,2,3,4-tetrahydroquinoline O1C(=CC=C1)C(=O)N1CCCC2=CC(=CC=C12)N